ClC1=CC2=C(N(C(C(N2C)=O)=O)C2CCN(CC2)C(=O)C=2C=NN(C2C(F)(F)F)C2=NC=C(C=C2)Cl)N=C1 7-Chloro-4-(1-(1-(5-chloropyridin-2-yl)-5-(trifluoromethyl)-1H-pyrazole-4-carbonyl)piperidine-4-yl)-1-methyl-1,4-dihydropyrido[2,3-b]pyrazine-2,3-dione